5-(phenylamino)benzo[c]isoxazole-3-carboxamide C1(=CC=CC=C1)NC1=CC=2C(=NOC2C(=O)N)C=C1